1-((3R,4S)-4-((5-(1-ethyl-1H-benzo[d][1,2,3]triazol-6-yl)-4-methoxypyrrolo[2,1-f][1,2,4]triazin-2-yl)amino)-3-fluoropiperidin-1-yl)ethan-1-one C(C)N1N=NC2=C1C=C(C=C2)C=2C=CN1N=C(N=C(C12)OC)N[C@@H]1[C@@H](CN(CC1)C(C)=O)F